racemic-N-methyl-hydroxyphenylglycine CN([C@H](C1=CC=CC=C1)C(=O)O)O |r|